C(C)(C)(C)OC(=O)N1CC(SCC1)CC(C(=O)OC)N.NC1=NC=CC(=C1Cl)SC1=CC=C(O1)C(=O)N1CCC(CC1)(C)N (5-((2-amino-3-chloropyridin-4-yl)thio)furan-2-yl)(4-amino-4-methylpiperidin-1-yl)methanone tert-butyl-2-(2-amino-3-methoxy-3-oxopropyl)thiomorpholine-4-carboxylate